3-[(3-methylaminophenoxy)methyl]-1H-1,2,4-triazole-5(4H)-thione CNC=1C=C(OCC2=NNC(N2)=S)C=CC1